1-(Tetrahydro-2H-pyran-4-yl)ethan-1-amine hydrochloride Cl.O1CCC(CC1)C(C)N